(R)-5-(5-cyclopropyl-1,2,4-oxadiazol-3-yl)-N-(2-methylpyridin-4-yl)-2,3-dihydro-1H-indene-1-carboxamide C1(CC1)C1=NC(=NO1)C=1C=C2CC[C@H](C2=CC1)C(=O)NC1=CC(=NC=C1)C